4-Hydroxymethyl-4-methyl-piperidine-1-carboxylic acid (4-methoxy-7-phenyl-thiazolo[4,5-c]pyridin-2-yl)-amide COC1=NC=C(C2=C1N=C(S2)NC(=O)N2CCC(CC2)(C)CO)C2=CC=CC=C2